N-Ethyl-7-methyl-4-(4-((3-(pyridin-4-yl)propyl)amino)piperidin-1-yl)thieno[3,2-d]pyrimidin-2-amine C(C)NC=1N=C(C2=C(N1)C(=CS2)C)N2CCC(CC2)NCCCC2=CC=NC=C2